(2S,5R)-4-((5-cyclopropyl-1,3,4-thiadiazol-2-yl)(4-fluorophenyl)methyl)-2,5-dimethylpiperazine-1-carboxylic acid tert-butyl ester C(C)(C)(C)OC(=O)N1[C@H](CN([C@@H](C1)C)C(C1=CC=C(C=C1)F)C=1SC(=NN1)C1CC1)C